CON(C(=O)C=1N=NC=C(C1)C)C N-Methoxy-N,5-dimethyl-pyridazine-3-carboxamide